CC1(OCC(O1)CN1C=CC(C2=CC=C(C=C12)C=1C(=NC=CC1)OC1=CC=C(C=C1)C(F)(F)F)=O)C 1-[(2,2-dimethyl-1,3-dioxolan-4-yl)methyl]-7-[2-[4-(trifluoromethyl)phenoxy]-3-pyridyl]quinolin-4-one